3-hydroxy-3-(4-(pyrrolidin-1-yl)phenyl)pyrrolidine-1-carboxylic acid tert-butyl ester C(C)(C)(C)OC(=O)N1CC(CC1)(C1=CC=C(C=C1)N1CCCC1)O